C1(CC1)C1=NN(C2=CN=NC(=C21)OC)C 3-cyclopropyl-4-methoxy-1-methyl-1H-pyrazolo[3,4-d]pyridazine